1,3-bis[3,5-bis(3-pyridyl)phenyl]Benzene monofluoromalonate FC(C(=O)O)C(=O)O.N1=CC(=CC=C1)C=1C=C(C=C(C1)C=1C=NC=CC1)C1=CC(=CC=C1)C1=CC(=CC(=C1)C=1C=NC=CC1)C=1C=NC=CC1